BrC1=CC=C2N=CC=3N(C2=C1)C(=NC3C)C3CCOCC3 8-Bromo-3-methyl-1-(tetrahydro-2H-pyran-4-yl)imidazo[1,5-a]quinoxaline